diphenyl-(3-(4,4,5,5-tetramethyl-1,3,2-dioxaborolan-2-yl)phenyl)phosphine C1(=CC=CC=C1)P(C1=CC(=CC=C1)B1OC(C(O1)(C)C)(C)C)C1=CC=CC=C1